[1,1'-biphenyl]-4-yl-(2,5-dimethylthiophen-3-yl)methanone C1(=CC=C(C=C1)C(=O)C1=C(SC(=C1)C)C)C1=CC=CC=C1